(2-bromo-6-(bromomethyl)phenyl)(methyl)sulfane BrC1=C(C(=CC=C1)CBr)SC